(2S,11aR)-6-Hydroxy-8-methyl-2-((2-oxo-1,2,3,4-tetrahydroquinolin-7-yl)oxy)-2,3,11,11a-tetrahydro-1H,5H-benzo[f]pyrrolo[2,1-c][1,4]oxazepin-5-one OC1=CC(=CC2=C1C(N1[C@@H](CO2)C[C@@H](C1)OC1=CC=C2CCC(NC2=C1)=O)=O)C